C(C)S(=O)(=O)Cl 1-ethyl-sulfonyl chloride